6-(fluoromethyl)-8-(2-methylbutyl)hexahydro-4H-pyrazino[1,2-a]pyrimidine-4,7(6H)-dione hydrochloride Cl.FCC1C(N(CC2N1C(CCN2)=O)CC(CC)C)=O